tert-butyl 7-(3-amino-8-chloro-7-fluoro-6-isoquinolyl)-4-[tert-butyl (dimethyl)silyl]oxy-8-methyl-3,4-dihydro-2H-1,5-naphthyridine-1-carboxylate NC=1N=CC2=C(C(=C(C=C2C1)C1=CN=C2C(CCN(C2=C1C)C(=O)OC(C)(C)C)O[Si](C)(C)C(C)(C)C)F)Cl